2,6-dihydroxy-purine OC1=NC(=C2NC=NC2=N1)O